[C@@H]12N(C[C@@H](NC1)C2)C2=C(C=C(C=C2)F)NC(C2=C(C(=NC=C2)C2=C(C=CC=C2OC)F)F)=O N-(2-((1S,4S)-2,5-diazabicyclo[2.2.1]hept-2-yl)-5-fluorophenyl)-3-fluoro-2-(2-fluoro-6-methoxyphenyl)isonicotinamide